C(C1=CC=CC=C1)OC(=O)N1CC(OCC1)CO 2-(hydroxymethyl)morpholine-4-carboxylic acid benzyl ester